Cl.FC(C=1C(=C(C=CC1)[C@@H](C)N)C)F (R)-1-(3-(difluoromethyl)-2-methylphenyl)ethylamine hydrochloride